C(C)(C)(C)OC(=O)N(N)C1CCOCC1 (tetrahydro-2H-pyran-4-yl)hydrazine-1-carboxylic acid tert-butyl ester